1,3-benzothiazole-6-carbaldehyde S1C=NC2=C1C=C(C=C2)C=O